5-(2-ethoxycyclopropyl)-1-(2-fluoro-5-methylbenzyl)-N3-methyl-2-oxo-1,2-dihydropyridine-3,5-dicarboxylic acid diamide C(C)OC1C(C1)C1(C=C(C(N(C1)CC1=C(C=CC(=C1)C)F)=O)C(=O)NC)C(=O)N